3-(iodomethyl)-7,11-dimethyldodec-2,6,10-trien-1-yl acetate C(C)(=O)OCC=C(CCC=C(CCC=C(C)C)C)CI